potassium [4-[[(2-methoxybenzoyl) amino] methyl] phenyl] borate B(OC1=CC=C(C=C1)CNC(C1=C(C=CC=C1)OC)=O)([O-])[O-].[K+].[K+]